COC1=CC=C2C(=N1)C=CN2C[C@@H](C)N(C)C (R)-1-(5-methoxy-1H-pyrrolo[3,2-b]pyridin-1-yl)-N,N-dimethylpropan-2-amine